BrC1=CC=C(C(=N1)Cl)C(C)O 1-(6-bromo-2-chloro-3-pyridyl)ethanol